2,4-dimethoxybenzyl-N'-[2-(pyridin-2-yl)ethyl]oxalamide COC1=C(CNC(C(=O)NCCC2=NC=CC=C2)=O)C=CC(=C1)OC